C(C)(=O)N1CCN(CC1)C1=CC=C(C=C1)C#CC1=CC=C(C=C1)C=CC(=O)O 3-(4-{2-[4-(4-acetylpiperazin-1-yl)phenyl]Ethynyl}phenyl)prop-2-enoic acid